2,4-Dichloro-5-methylquinoline ClC1=NC2=CC=CC(=C2C(=C1)Cl)C